C(CC)NNC(=O)C1=CC=C(CNC(=O)C2=CC=3C(=CN=CC3)N2)C=C1 N-(4-(2-propylhydrazine-1-carbonyl)benzyl)-1H-pyrrolo[2,3-c]pyridine-2-carboxamide